ethyl 4-([1,1'-biphenyl]-2-yl)-2-methylquinoline-6-carboxylate C1(=C(C=CC=C1)C1=CC(=NC2=CC=C(C=C12)C(=O)OCC)C)C1=CC=CC=C1